4-(6-(1-(trans-3-(aminomethyl)cyclobutyl)-3-cyclopropyl-1H-pyrazol-4-yl)-1H-pyrazolo[4,3-c]pyridin-1-yl)cyclohexan-1-one NC[C@@H]1C[C@H](C1)N1N=C(C(=C1)C1=CC2=C(C=N1)C=NN2C2CCC(CC2)=O)C2CC2